CN(S(=O)(=O)N[C@@H]1[C@@H](N(CCC1)C(=O)OC(C(F)(F)F)C)COC1CCN(CC1)C1=NC=CC=N1)C 1,1,1-trifluoropropan-2-yl cis-3-((dimethylsulfamoyl)amino)-2-(((1-(pyrimidin-2-yl)piperidin-4-yl)oxy)methyl)piperidine-1-carboxylate